methyl 4-amino-3-(3-oxabicyclo[3.1.0]hexan-1-ylamino)benzoate NC1=C(C=C(C(=O)OC)C=C1)NC12COCC2C1